COC1CC(C1)C(=O)NC1=CC(=C(C=C1)OC1=NC=CN=C1)C 3-methoxy-N-(3-methyl-4-(pyrazin-2-yloxy)phenyl)cyclobutane-1-carboxamide